2'-(4,5-Dimethyl-1H-imidazol-2-yl)-N-(1-phenylethyl)-3,4'-bipyridin-5-amin CC=1N=C(NC1C)C1=NC=CC(=C1)C=1C=NC=C(C1)NC(C)C1=CC=CC=C1